C(=O)(C=C)C(N(C)C)CS(=O)(=O)O acryl-dimethyl-taurine